[4-[5-[(6,7-dimethoxy-3,4-dihydro-1H-isoquinolin-2-yl)sulfonyl]-2-methoxyphenyl]piperazin-1-yl]-[4-fluoro-2-(trifluoromethyl)-phenyl]methanone COC=1C=C2CCN(CC2=CC1OC)S(=O)(=O)C=1C=CC(=C(C1)N1CCN(CC1)C(=O)C1=C(C=C(C=C1)F)C(F)(F)F)OC